4-((5-(1-(2,2-difluoroethyl)-1H-benzo[d][1,2,3]triazol-6-yl)-7H-pyrrolo[2,3-d]pyrimidin-2-yl)amino)-1-ethylcyclohexan-1-ol FC(CN1N=NC2=C1C=C(C=C2)C2=CNC=1N=C(N=CC12)NC1CCC(CC1)(O)CC)F